diiminosilicon N=[Si]=N